2-(4-chlorobenzyl)-3-butenoic acid ClC1=CC=C(CC(C(=O)O)C=C)C=C1